bis[4-(4-amino-2-trifluoromethylphenoxy)phenyl]aniline NC1=CC(=C(OC2=CC=C(C=C2)N(C2=CC=CC=C2)C2=CC=C(C=C2)OC2=C(C=C(C=C2)N)C(F)(F)F)C=C1)C(F)(F)F